ClC1=C(CNC(=O)[C@]2(C=3C=CC=NC3[C@@](CC2)(CN2CC(C2)O)O)F)C=CC(=C1)Cl |o1:7,14| (5S*,8R*)-N-(2,4-dichlorobenzyl)-5-fluoro-8-hydroxy-8-((3-hydroxyazetidin-1-yl)methyl)-5,6,7,8-tetrahydroquinoline-5-carboxamide